3-fluoro-9,10-phenanthrenequinone FC=1C=CC=2C(C(C3=CC=CC=C3C2C1)=O)=O